(S)-4-(3-((R)-1-((S)-1-(4-(acryloyloxy)-3,3-dimethyl-2-oxobutanoyl)piperidine-2-carbonyloxy)-3-(3,4-dimethoxyphenyl)propyl)phenylamino)-3-hydroxy-4-oxobutanoic acid C(C=C)(=O)OCC(C(C(=O)N1[C@@H](CCCC1)C(=O)O[C@H](CCC1=CC(=C(C=C1)OC)OC)C=1C=C(C=CC1)NC([C@H](CC(=O)O)O)=O)=O)(C)C